Butyl (R)-(4,4-difluorocyclohexyl)(3-hydroxybutyl)carbamate FC1(CCC(CC1)N(C(OCCCC)=O)CC[C@@H](C)O)F